Cis-2-(benzyloxy)cyclopentan-1-ol C(C1=CC=CC=C1)O[C@@H]1[C@@H](CCC1)O